C(#N)C=1C=NN2C1C(=CC(=C2)OCC(C)(C)O)C=2C=CC(=NC2)N2C[C@@H]1C([C@@H]1C2)NC(CC=2C=NC(=CC2)OC)=O N-((1R,5S,6s)-3-(5-(3-cyano-6-(2-hydroxy-2-methylpropoxy)pyrazolo[1,5-a]pyridin-4-yl)pyridin-2-yl)-3-azabicyclo[3.1.0]hexan-6-yl)-2-(6-methoxypyridin-3-yl)acetamide